(4R)-N-[2-chloro-3-(4,4,5,5-tetramethyl-1,3,2-dioxaborolan-2-yl)phenyl]-4-(4-hydroxy-1-piperidyl)-4,5,6,7-tetrahydropyrazolo[1,5-a]pyridine-2-carboxamide ClC1=C(C=CC=C1B1OC(C(O1)(C)C)(C)C)NC(=O)C1=NN2C([C@@H](CCC2)N2CCC(CC2)O)=C1